O1C2=C(CC1)C(C1=CC=CC=C1C2=O)=O 2,3-dihydronaphtho[2,3-b]furan-4,9-dione